(2S)-2-({5-[(1S)-1-[(5-chloro-2-methoxypyridin-3-yl)amino]ethyl]thiophen-2-yl}formamido)-3-cyclopentyl-N-cyclopropylpropanamide ClC=1C=C(C(=NC1)OC)N[C@@H](C)C1=CC=C(S1)C(=O)N[C@H](C(=O)NC1CC1)CC1CCCC1